1-(6-amino-4-fluoro-1-methyl-1H-indazol-5-yl)ethan-1-one NC1=C(C(=C2C=NN(C2=C1)C)F)C(C)=O